5-acetoxy-1,3-dihydroisobenzofuran-1,3-dione C(C)(=O)OC=1C=C2C(OC(C2=CC1)=O)=O